(R)-2-Phenethyl-1-((1,2,3,4-tetrahydro-1,6-naphthyridin-7-yl)methyl)-4-((trifluoromethyl)sulfonyl)-2,3,4,5-tetrahydro-1H-benzo[e][1,4]diazepine C(CC1=CC=CC=C1)[C@@H]1CN(CC2=C(N1CC1=NC=C3CCCNC3=C1)C=CC=C2)S(=O)(=O)C(F)(F)F